CN(CC(=O)N1C[C@@H](CCC1)N1C(NC2=C1C=C(C(=C2)C=2C=C(C=1N(C2)N=CN1)OC)CC)=O)C (R)-1-(1-(dimethylglycyl)piperidin-3-yl)-6-ethyl-5-(8-methoxy-[1,2,4]triazolo[1,5-a]pyridin-6-yl)-1,3-dihydro-2H-benzo[d]imidazol-2-one